methyl-epsilon-caprolactone CC1C(=O)OCCCC1